NCC1CCC(CC1)NC(OC(C)(C)C)=O tert-butyl N-[4-(aminomethyl)cyclohexyl]carbamate